N1CCC2=C1N=CC=C2C(=O)OCC ethyl 2,3-dihydro-1H-pyrrolo[2,3-b]pyridine-4-carboxylate